(R)-2,2,2-trifluoro-1-(4-fluoro-2-(3-methyl-1H-pyrazol-1-yl)phenyl)ethanol FC([C@H](O)C1=C(C=C(C=C1)F)N1N=C(C=C1)C)(F)F